O=C1CC(=C(C(=O)[O-])C=C1)C(=O)[O-] 4-oxo-3,4-dihydro-phthalate